succinyl-L-homoserine C(CCC(=O)O)(=O)N[C@@H](CCO)C(=O)O